CC=1SC=2N(C(C(=C(C2N1)N1C[C@H]([C@H](CC1)N(C1=CC=C(C=C1)OC(F)(F)F)C)C)C#N)=O)C 2,4-dimethyl-7-[(3R,4S)-3-methyl-4-[N-methyl-4-(trifluoromethoxy)anilino]-1-piperidinyl]-5-oxo-thiazolo[5,4-b]pyridine-6-carbonitrile